CC1=NNC(=C1C1=CC=C(NC(C(C2CCC3(CC3)CC2)NC(=O)C=2N(N=CC2)C(C)C)=O)C=C1)C N-[2-[4-(3,5-dimethyl-1H-pyrazol-4-yl)anilino]-2-oxo-1-spiro[2.5]octan-6-yl-ethyl]-2-isopropyl-pyrazole-3-carboxamide